3-(5-Fluoro-2-methylphenyl)-2-(3-fluoro-5-trifluoromethylphenyl)-thiazolidin-4-one FC=1C=CC(=C(C1)N1C(SCC1=O)C1=CC(=CC(=C1)C(F)(F)F)F)C